O(C)C(C#N)C#N 2-(methoxyl)malononitrile